FC(C1=NN=C2N1CCN(C2)C=2N=CC(=NC2)CNC2=C1C=CN=C(C1=CC=C2)NC(OC)=O)(F)F methyl (5-(((5-(3-(trifluoromethyl)-5,6-dihydro-[1,2,4]triazolo[4,3-a]pyrazin-7(8H)-yl)pyrazin-2-yl)methyl)amino)isoquinolin-1-yl)carbamate